ClC1=C(C(=CC=C1)Cl)C1CN(C1)C1=CC(=C(CN2CCC(CC2)C(=O)O)C=C1)F 1-(4-(3-(2,6-dichlorophenyl)azetidin-1-yl)-2-fluorobenzyl)piperidine-4-carboxylic acid